N1=CC=C2N1C1=CC=CC=C1NC2=O 4,5-dihydropyrazolo[1,5-a]quinoxaline-4-one